5-[4-(Azetidin-1-yl)phenyl]-3-(4-ethylphenyl)-1,2-oxazole N1(CCC1)C1=CC=C(C=C1)C1=CC(=NO1)C1=CC=C(C=C1)CC